pyranyl glucosyltrichloroacetimidate C1([C@H](O)[C@@H](O)[C@H](O)[C@H](O1)CO)N=C(C(Cl)(Cl)Cl)OC1OC=CC=C1